NC1=NC=CC(=N1)C1=NC2=CN=CC=C2C(=C1)NC(C)(C)C 2-(2-aminopyrimidin-4-yl)-N-tert-butyl-1,7-naphthyridin-4-amine